methyl 3-[(tert-butoxycarbonyl)amino]-4-[2-nitro-5-(trifluoromethyl)phenyl]butanoate C(C)(C)(C)OC(=O)NC(CC(=O)OC)CC1=C(C=CC(=C1)C(F)(F)F)[N+](=O)[O-]